[H-].[Li+].C(C)(=O)O[Al](OC(C)=O)OC(C)=O triacetyloxyaluminum lithium hydride